Cl.C1(CCC2=CC=CC=C12)N 2,3-dihydro-1H-indene-1-amine hydrochloride